2-[(2R)-2-amino-3-(methanesulfonyl)propyl]-3-bromo-5-chloro-N-[(furan-2-yl)methyl]thieno[3,2-b]pyridin-7-amine N[C@H](CC1=C(C2=NC(=CC(=C2S1)NCC=1OC=CC1)Cl)Br)CS(=O)(=O)C